C1(=CC=C(C=C1)N1CCN(CC1)C(CN1C(=CC2=CC(=CC=C12)Cl)C(=O)O)=O)C1=CC=CC=C1 (2-(4-([1,1'-biphenyl]-4-yl)piperazin-1-yl)-2-oxoethyl)-5-chloro-1H-indole-2-carboxylic acid